NC(C(C)N(C(C1=CC(=CC(=C1)C(F)(F)F)Br)=O)CC1CC1)=O N-(2-amino-1-methyl-2-oxo-ethyl)-3-bromo-N-(cyclopropylmethyl)-5-(trifluoromethyl)benzamide